CC1=CC=C(CN(C(=O)OC[C@H](CCCC)NC(OC(C)(C)C)=O)CC2=CC=C(C=C2)C)C=C1 tert-butyl [(2S)-1-{[bis(4-methylbenzyl)carbamoyl]oxy}hexan-2-yl]carbamate